C(C)(C)(C)OC(N(CCC)C1=CC(=C(C=C1)Br)[N+](=O)[O-])=O (4-bromo-3-nitrophenyl)(propyl)carbamic acid tert-butyl ester